6-chloro-N-methyl-1'-((5-methyl-1-phenyl-1H-pyrazol-4-yl)methyl)-3H-spiro[isobenzofuran-1,4'-piperidine]-3-carboxamide ClC1=CC=C2C(OC3(CCN(CC3)CC=3C=NN(C3C)C3=CC=CC=C3)C2=C1)C(=O)NC